O1C(CCCC1)OC1=CC=C(C=C1)C=1C(NN=CC1)=O 4-(4-((tetrahydro-2H-pyran-2-yl)oxy)phenyl)pyridazin-3(2H)-one